4-(7-oxo-4,5,6,7-tetrahydrobenzothiazol-2-yl)-piperazine-1-carboxylic acid tert-butyl ester C(C)(C)(C)OC(=O)N1CCN(CC1)C=1SC2=C(N1)CCCC2=O